C(#N)C1=NNC=N1 3-Cyano-1,2,4-triazole